FC(OC=1C=C(C=C(C1)F)C1=CC(=C(C=C1)C1=NN(C=C1)CC(=O)N(C)C)NS(=O)(=O)C1=CC(=CC=C1)C(F)(F)F)F 2-(3-(3'-(difluoromethoxy)-5'-fluoro-3-(3-(trifluoromethyl)benzenesulfonylamino)biphenyl-4-yl)-1H-pyrazol-1-yl)-N,N-dimethylacetamide